(2S,4R)-N-(4-bromobenzyl)-1-(3-ethoxybenzoyl)-4-hydroxypyrrolidine-2-carboxamide BrC1=CC=C(CNC(=O)[C@H]2N(C[C@@H](C2)O)C(C2=CC(=CC=C2)OCC)=O)C=C1